CO[C@@]1([C@@H](O[C@@H]([C@H]1O)CO)N1C=NC=2C(O)=NC=NC12)O 2'-methoxyinosine